ClC1=NC(=NC=C1)C=1OC=CC1 4-chloro-2-(furan-2-yl)pyrimidine